C(C)OC(C1=C(C=C(C=C1)C)C1CN(CC1)CC1=CC=CC=C1)=O (1-Benzylpyrrolidin-3-yl)-4-methylbenzoic acid ethyl ester